N1(CCOCC1)C1=NC=C(C=N1)C=1C=CC=2N(N1)C1=C(N2)CCOC12CCCCC2 2'-(2-morpholinylpyrimidin-5-yl)-6',7'-dihydrospiro[cyclohexane-1,9'-pyrano[4',3':4,5]imidazo[1,2-b]pyridazine]